N(=O)OC(C)(C)C tertiary-butyl nitrite